C(CCCCCCCCCCCCCCC)(=O)OCC=CCCC=CCC nona-2,6-dien-1-yl palmitate